C(C)(=O)C=1C=C(C=C2C(N(C(=NC12)N1CC2(C1)CCCCC2)C)=O)C 8-acetyl-3,6-dimethyl-2-(2-azaspiro[3.5]nonan-2-yl)quinazolin-4(3H)-one